aminofluorene C1C2=CC=CC=C2C3=C1C(=CC=C3)N